4-chloro-2H-pyrazolo[4,3-c]pyridin ClC1=NC=CC=2C1=CNN2